3-((3,5-dimethylpyridin-2-yl)oxy)-N-((3S,4S)-3-fluoro-1-methylpiperidin-4-yl)-2,2-dimethylpropionamide CC=1C(=NC=C(C1)C)OCC(C(=O)N[C@@H]1[C@H](CN(CC1)C)F)(C)C